5-benzyl-3-(phenoxymethyl)-4,5-dihydroisoxazole-5-carboxylic acid C(C1=CC=CC=C1)C1(CC(=NO1)COC1=CC=CC=C1)C(=O)O